N-(4-(5-(4-((2H-tetrazol-5-yl)methyl)phenyl)-4-amino-7-methyl-7H-pyrrolo[2,3-d]pyrimidin-6-yl)phenyl)methacrylamide N=1NN=NC1CC1=CC=C(C=C1)C1=C(N(C=2N=CN=C(C21)N)C)C2=CC=C(C=C2)NC(C(=C)C)=O